(S)-N-(3-(3-bromophenyl)-1-(methylamino)-1-oxopropan-2-yl)-1-(3-methylbenzyl)-3-phenyl-1H-pyrazole-5-carboxamide BrC=1C=C(C=CC1)C[C@@H](C(=O)NC)NC(=O)C1=CC(=NN1CC1=CC(=CC=C1)C)C1=CC=CC=C1